2-imino-2-((2-phenylacetyloxy)amino)acetic acid ethyl ester C(C)OC(C(NOC(CC1=CC=CC=C1)=O)=N)=O